((1R,2S)-2-(((tert-butyldiphenylsilyl)oxy)methyl)-1-fluorocyclopropyl)methanol [Si](C1=CC=CC=C1)(C1=CC=CC=C1)(C(C)(C)C)OC[C@H]1[C@@](C1)(F)CO